C1(=CC=CC=C1)C1=NC=2N(C(=C1)C1=CC=CC=C1)N=C(C2)C(=O)NCC2CN(CC2)C(=O)OC(C)(C)C tert-butyl 3-((5,7-diphenylpyrazolo[1,5-a]pyrimidine-2-carboxamido)methyl)pyrrolidine-1-carboxylate